tert-Butyl 3-(7-(thiazol-2-yl)-5-(trifluoromethoxy)benzo[d]oxazol-2-yl)-3,9-diazabicyclo[3.3.1]nonane-9-carboxylate S1C(=NC=C1)C1=CC(=CC=2N=C(OC21)N2CC1CCCC(C2)N1C(=O)OC(C)(C)C)OC(F)(F)F